OC1=C(C=C(C=C1)C1=C(NC=2N(C1=O)N=C(C2C2=CC=CC=C2)C2=CC=CC=C2)C)OC 6-(4-hydroxy-3-methoxyphenyl)-5-methyl-2,3-diphenylpyrazolo[1,5-a]pyrimidin-7(4H)-one